1,8-bis(hydroxymethyl)naphthalene OCC1=CC=CC2=CC=CC(=C12)CO